C[C@@H](CCC=C(C)C)CCO (S)-(-)-β-citronellol